C(C(C)C)N1N=CC(=C1)C=1C=C2CC(N3C(C2=CC1OC)=CC(C(=C3)C(=O)OCC)=O)C(C)C ethyl 9-(1-isobutyl-1H-pyrazol-4-yl)-6-isopropyl-10-methoxy-2-oxo-6,7-dihydro-2H-pyrido[2,1-a]isoquinoline-3-carboxylate